SC=1N=NSC1SC 4-mercapto-5-methylsulfanyl-1,2,3-thiadiazole